(4-fluorophenyl)-3-methoxy-10-(trifluoromethyl)-3,4-dihydro-2H,6H-[1,4]thiazepino[2,3,4-ij]quinazolin-6-one FC1=CC=C(C=C1)C1C(CN2C(N=CC3=CC(=CC(=C23)S1)C(F)(F)F)=O)OC